CC=1N=CSC1C1=CC=C(N1)C(=O)N1C[C@H](CC1)C(=O)NC1=CC(=C(C(=C1)F)F)F (S)-1-(5-(4-methylthiazol-5-yl)-1H-pyrrole-2-carbonyl)-N-(3,4,5-trifluorophenyl)pyrrolidine-3-carboxamide